Methyl trans-4-aminocyclohexane-1-carboxylate N[C@@H]1CC[C@H](CC1)C(=O)OC